N2-(imidazo[1,2-a]pyridin-5-yl)-N4-methyl-5-(trifluoromethyl)pyrimidine-2,4-diamine N=1C=CN2C1C=CC=C2NC2=NC=C(C(=N2)NC)C(F)(F)F